5-(2-fluorophenoxy)thiazol-2-amine FC1=C(OC2=CN=C(S2)N)C=CC=C1